1-decalin-4a-ylethan-1-ol C1CCCC2(CCCCC12)C(C)O